NC=1C(=NC=C(N1)Cl)SC1=C(C(=NC=C1)N=S(=O)(C)C)Cl ((4-((3-amino-5-chloropyrazin-2-yl)sulfanyl)-3-chloropyridin-2-yl)imino)dimethyl-λ6-sulfanone